N-cyclobutyl-1-{6-[5-fluoro-2-(methoxymethoxy)-4-(6-methoxypyridazin-4-yl)phenyl]pyridazin-3-yl}-3-methylpyrrolidin-3-amine C1(CCC1)NC1(CN(CC1)C=1N=NC(=CC1)C1=C(C=C(C(=C1)F)C1=CN=NC(=C1)OC)OCOC)C